NC1C2=CC=CC=C2CC12CCN(CC2)C=2C(=NC(=CN2)C=CC=2C=NNC2C)CO (3-(1-amino-1,3-dihydrospiro[inden-2,4'-piperidin]-1'-yl)-6-(2-(5-methyl-1H-pyrazol-4-yl)vinyl)pyrazin-2-yl)methanol